ClC1=CC=C(C=C1)C1=C(C=CC=C1)N1N=CC=C1 1-(4'-Chloro-[1,1'-biphenyl]-2-yl)-1H-pyrazole